2,5-bis(pentafluorophenyl)-1,3,4-oxadiazole FC1=C(C(=C(C(=C1C=1OC(=NN1)C1=C(C(=C(C(=C1F)F)F)F)F)F)F)F)F